O=C1NC(CCC1N1C(N(C2=C1C=CC(=C2)C#CC=2C=NC(=NC2)N2CC1(CN(C1)C(=O)OC(C)(C)C)C2)C)=O)=O tert-butyl 6-(5-{2-[1-(2,6-dioxopiperidin-3-yl)-3-methyl-2-oxo-1,3-benzodiazol-5-yl]ethynyl}pyrimidin-2-yl)-2,6-diazaspiro[3.3]heptane-2-carboxylate